ClC=1C(=NC(=NC1)NC1=C(C=C(C(=C1)C)C1CCNCC1)OC(C)C)NC1=C(C=CC=C1)S(=O)(=O)C(C)C 5-chloro-N2-(2-isopropoxy-5-methyl-4-piperidin-4-yl-phenyl)-N4-[2-(propane-2-sulfonyl)-phenyl]-pyrimidine-2,4-diamine